Cl.N1=C(C=CC=C1)C1=CC=C(CC2=CC=CC=3N2N=C(N3)N)C=C1 (4-(pyridin-2-yl)benzyl)-[1,2,4]triazolo[1,5-a]pyridin-2-amine hydrochloride